6-(2,6-difluorophenyl)-4-((3-Fluoro-4-(tetrahydro-2H-pyran-4-yl)phenyl)amino)pyridazine-3-carboxylate FC1=C(C(=CC=C1)F)C1=CC(=C(N=N1)C(=O)[O-])NC1=CC(=C(C=C1)C1CCOCC1)F